C(C)C(C(=O)O)CCCCCCCCCC.C(CCCCCCCCCCC)(=O)OCC ethyl laurate (Ethyl dodecanoate)